C(#N)C1=NC2=CC(=CC(=C2N=C1N1CCC2(COC2)CC1)[C@@H](C)NC1=C(C(=O)O)C=CC=C1)C (R)-2-((1-(2-cyano-7-methyl-3-(2-oxa-7-azaspiro[3.5]nonan-7-yl)quinoxalin-5-yl)ethyl)amino)benzoic acid